3-methyl-2-phenyl-quinazoline CN1C(N=C2C=CC=CC2=C1)C1=CC=CC=C1